C1(CCC1)[C@H](C=1C=C(C=CC1)N1CC2=C(C=C(C=C2C1=O)C=O)C(F)(F)F)C1=NN=CN1C 2-{3-[(R)-cyclobutyl-(4-methyl-1,2,4-triazol-3-yl)methyl]phenyl}-3-oxo-7-(trifluoromethyl)-1H-isoindole-5-carbaldehyde